2-(m-methoxyphenyl) ethylene oxide COC=1C=C(C=CC1)C1CO1